6-fluoro-5-[4-[6-[2-[2-[2-[2-[2-(2-iodoethoxy)ethoxy]ethoxy]ethoxy]ethoxy]ethoxy]imidazo-[1,2-a]pyridin-2-yl]phenyl]-N,N-dimethyl-pyridin-2-amine FC1=C(C=CC(=N1)N(C)C)C1=CC=C(C=C1)C=1N=C2N(C=C(C=C2)OCCOCCOCCOCCOCCOCCI)C1